8-(1-methyl-1H-pyrazol-4-yl)-3H-pyrrolo[2,3-c]isoquinoline-1-carbaldehyde CN1N=CC(=C1)C1=CC=2C3=C(N=CC2C=C1)NC=C3C=O